C(C)N(CCNC1=NC(=NC(=N1)NCCCN(CCC(=O)OCCCCCCCCCCCC)CCC(=O)OCCCCCCCCCCCC)NCCCN(CCC(=O)OCCCCCCCCCCCC)CCC(=O)OCCCCCCCCCCCC)CC tetradodecyl 3,3',3'',3'''-((((6-((2-(diethylamino)ethyl)amino)-1,3,5-triazine-2,4-diyl)bis(azanediyl))bis(propane-3,1-diyl))bis(azanetriyl))tetrapropionate